NC1=CC=C(C=C1)OP(=O)([O-])[O-] (4-aminophenyl)-phosphate